Butyl (2-((4-amino-6-(3-(4-cyclopropyl-2-fluorobenzamido)-5-fluoro-2-methylphenyl)pyrimidin-5-yl)oxy)ethyl)(methyl)carbamate NC1=NC=NC(=C1OCCN(C(OCCCC)=O)C)C1=C(C(=CC(=C1)F)NC(C1=C(C=C(C=C1)C1CC1)F)=O)C